C(C1=CC=CC=C1)OC(=O)N1CC(C(CCC1)N)C 4-amino-3-methylazepan-1-carboxylic acid benzyl ester